(1S,2S)-N-(6-chloroimidazo[1,2-b]pyridazin-2-yl)-2-fluorocyclopropane-1-carboxamide ClC=1C=CC=2N(N1)C=C(N2)NC(=O)[C@H]2[C@H](C2)F